C(C1=CC=CC=C1)N(P(C1=CC=CC=C1)C1=C(C=CC=C1)OC)P(C1=CC=C(C=C1)[Si](CCCC)(CCCC)CCCC)C1=CC=C(C=C1)[Si](CCCC)(CCCC)CCCC N-benzyl-N-(bis(4-(tributylsilyl)phenyl)phosphaneyl)-1-(2-methoxyphenyl)-1-phenylphosphanamine